C1(CCC1)C1=CN=C(S1)C=1C=C(C(=O)O)C=C(C1)O[C@H]1COCC1 3-(5-cyclobutyl-1,3-thiazol-2-yl)-5-[(3R)-tetrahydro-furan-3-yloxy]benzoic acid